C(C)N1CC=CC=C1 N-ethyl-pyridine